C(C1=CC=CC=C1)(=O)OOC(C1=CC=CC=C1)=O bis(benzoyl) peroxide